C(C)OC(=O)C1OC1C1=CC=C(C=C1)OCCOCC 3-[4-(2-ethoxyethoxy)phenyl]oxirane-2-carboxylic acid ethyl ester